C1C(CCC2CC(CCC12)CO)CO (decahydronaphthalene-2,6-diyl)dimethanol